COC1=CC=C(C(=O)C=CC(=O)O)C=C1 3-(4-methoxybenzoyl)acrylic acid